Methyl 3-chloro-5-(cyanomethyl)benzoate ClC=1C=C(C(=O)OC)C=C(C1)CC#N